3-benzyloxycyclobutanecarboxylic acid C(C1=CC=CC=C1)OC1CC(C1)C(=O)O